5-[[6-[3-(4-amino-1-isopropyl-pyrazolo[3,4-d]pyrimidin-3-yl)-5-cyclopropyl-isoxazol-4-yl]-3-pyridyl]methylamino]-5-oxo-pentanoic acid NC1=C2C(=NC=N1)N(N=C2C2=NOC(=C2C2=CC=C(C=N2)CNC(CCCC(=O)O)=O)C2CC2)C(C)C